C1=NCCC2=C(C=CC=C12)N(C(COC)=O)C N-(3,4-dihydro-isoquinolin-5-yl)-2-methoxy-N-methylacetamide